β-mannosyl fluoride [C@@H]1([C@@H](O)[C@@H](O)[C@H](O)[C@H](O1)CO)F